C(#N)C=1C(NC=2C=C(C=NC2C1C)CN1CCN(CC1)C=1C=CC(=NC1)C(=O)NC)=O 5-(4-((7-cyano-8-methyl-6-oxo-5,6-dihydro-1,5-naphthyridin-3-yl)methyl)piperazin-1-yl)-N-methylpicolinamide